OCCCOC1=C(C=C(C=C1C)C=1C(CC(NN1)=O)C)C 6-[4-(3-Hydroxypropoxy)-3,5-dimethylphenyl]-5-methyl-4,5-dihydro-2H-pyridazin-3-one